C1(=CC=CC=C1)CS(=O)(=O)NC1=C(C(=C(C=C1F)OC1=NC=CC=C1C1=NC(=NC=C1)N[C@@H]1CNC[C@@H](C1)CF)F)F 1-phenyl-N-(2,3,6-trifluoro-4-((3-(2-(((3S,5R)-5-(fluoromethyl)piperidin-3-yl)amino)pyrimidin-4-yl)pyridin-2-yl)oxy)phenyl)methanesulfonamide